1-methyl-6-(((3,5,6-trifluoropyridin-2-yl)oxy)methyl)-1H-indole CN1C=CC2=CC=C(C=C12)COC1=NC(=C(C=C1F)F)F